(4-(2-aminoethyl)phenyl)-N,N-dimethylformamide NCCC1=CC=C(C=C1)C(=O)N(C)C